NC1=NC(=C(C=2N1C(N(N2)CCC)=O)N2C[C@H](O[C@H](C2)C)C)C2=CC=CC=C2 5-amino-8-[(cis)-2,6-dimethylmorpholin-4-yl]-7-phenyl-2-propyl-[1,2,4]triazolo[4,3-c]pyrimidin-3-one